C[Si](OCC)(C(C)(C)C)C di(methyl)tert-butyl-(ethoxy)silane